BrC1=CC=2N=CN(C(C2S1)=O)[C@@H]1[C@H](CN(CC1)C(=O)OC(C)(C)C)O tert-butyl (3S,4S)-4-{6-bromo-4-oxothieno[3,2-d]pyrimidin-3-yl}-3-hydroxypiperidine-1-carboxylate